5-(3-methylphenyl)-1,3-cyclohexanedione CC=1C=C(C=CC1)C1CC(CC(C1)=O)=O